2-Ethyl-4-(4,4,5,5-tetramethyl-1,3,2-dioxaborolan-2-yl)phenol C(C)C1=C(C=CC(=C1)B1OC(C(O1)(C)C)(C)C)O